2-(azepan-1-yl)ethan-1-amine N1(CCCCCC1)CCN